C1(=CC=CC=C1)C=CC(=O)C1NCCC2=CC=C(C=C12)NC1=NC=C(C(=N1)C=1C=NN(C1)C(C)C)C (3-Phenylacryloyl)-N-(4-(1-isopropyl-1H-pyrazol-4-yl)5-methylpyrimidin-2-yl)-1,2,3,4-tetrahydroisoquinolin-7-amine